(R)-2-amino-4-(pentan-2-ylamino)-6-(4-(piperazine-1-carbonyl)benzyl)pyrimido[4,5-d]pyridazin-5(6H)-one NC=1N=C(C2=C(C=NN(C2=O)CC2=CC=C(C=C2)C(=O)N2CCNCC2)N1)N[C@H](C)CCC